C(C(C)C)C1=NOC=C1 3-isobutylisoxazole